NCCNCCC[SiH](OC)OC N-(2-aminoethyl)-3-aminopropyldimethoxysilane